CC1=CC=C(C=C1)S(=O)(=O)OC1=C(C=CC(=C1)C)NC(NC1=C(C=C(C=C1)C)OS(=O)(=O)C1=CC=C(C)C=C1)=O bis-[2-(p-toluenesulfonyloxy)-4-methyl-phenyl]urea